2-Methyl-N-(4-methyl-2-nitro-5-(trifluoromethyl)phenyl)pyridin-3-amine CC1=NC=CC=C1NC1=C(C=C(C(=C1)C(F)(F)F)C)[N+](=O)[O-]